dodecafluoroheptyl methacrylate (dodecafluoroheptyl methacrylate) FC(C(C(C(C(F)(F)C=C(C(=O)O)C)(F)F)(F)F)(F)F)CC(F)(F)F.C(C(=C)C)(=O)OC(C(C(C(C(CC(F)(F)F)F)(F)F)(F)F)(F)F)(F)F